1,22-docosanediol C(CCCCCCCCCCCCCCCCCCCCCO)O